(Z)-heptyl 2-(1-trideuteriomethyl-3-oleoylguanidino)acetate hydrochloride Cl.[2H]C(N(\C(=N/[H])\NC(CCCCCCC\C=C/CCCCCCCC)=O)CC(=O)OCCCCCCC)([2H])[2H]